C(C)(C)(C)OC(=O)N1N=CN=C1 1-t-butoxycarbonyl-1,2,4-triazole